C1OC2=CC=CC(=C2O1)CO 2-methylenedioxybenzene-4-methanol